2-hydroxy-N-[2-(4-hydroxypiperidin-1-yl)ethyl]benzamide OC1=C(C(=O)NCCN2CCC(CC2)O)C=CC=C1